Glycidyl-methylphenylether C(C1CO1)C=1C(=C(C=CC1)OC1=C(C(=CC=C1)CC1CO1)C)C